N,N-di-ethyl-3-methylbenzamide C(C)N(C(C1=CC(=CC=C1)C)=O)CC